ethylenglycol monomethyl ether acetate C(C)(=O)OCCOC